C1(CCC1)CN1N=CC(=C1)NC(=O)C1=NC(=CC=C1)C=1C(=NNC1C)C N-[1-(cyclobutylmethyl)-1H-pyrazol-4-yl]-6-(3,5-dimethyl-1H-pyrazol-4-yl)pyridine-2-carboxamide